C(#N)C1(CCC2(OCCO2)CC1)C[C@H](C)NC(OC(C)(C)C)=O tert-butyl (S)-(1-(8-cyano-1,4-dioxaspiro[4.5]decane-8-yl)propan-2-yl)carbamate